5-hydroxy-tryptamin OC1=CC=C2NC=C(CCN)C2=C1